(2S,6R)-1-(3-fluoro-5-methoxyphenyl)-2,6-dimethylpiperazine FC=1C=C(C=C(C1)OC)N1[C@H](CNC[C@H]1C)C